2,4-dimethyl-8-methoxy-5H,6H-benzo[h]quinazoline CC1=NC=2C3=C(CCC2C(=N1)C)C=C(C=C3)OC